C(CCCC=C)O[Si](CC)(CC)CC (hex-5-en-1-yloxy)triethylsilane